OC1=C(C#N)C=C(C=C1)C=1C=C2C(\C(\CC2=CC1)=N/O)=O 2-hydroxy-5-[(2Z)-2-(hydroxyimino)-3-oxo-2,3-dihydro-1H-inden-5-yl]benzonitrile